1-vinyl-4-ethoxybenzene C(=C)C1=CC=C(C=C1)OCC